N-(5-((6-((R)-3-(3,5-difluorophenyl)isoxazolidine-2-yl)pyrimidine-4-yl)amino)-2-(4-(4-(2-(dimethylamino)ethyl)piperazine-1-yl)piperidine-1-yl)-4-methoxyphenyl)acrylamide FC=1C=C(C=C(C1)F)[C@@H]1N(OCC1)C1=CC(=NC=N1)NC=1C(=CC(=C(C1)NC(C=C)=O)N1CCC(CC1)N1CCN(CC1)CCN(C)C)OC